(S)-5-chloro-2-((6-fluoro-2-methylpyridin-3-yl)oxy)-N-(2-(S-methylamino-sulfinyl)pyridin-4-yl)-4-(trifluoromethyl)benzamide ClC=1C(=CC(=C(C(=O)NC2=CC(=NC=C2)[S@](=O)NC)C1)OC=1C(=NC(=CC1)F)C)C(F)(F)F